(R)-4-(3-(4-amino-(4-phenoxyphenyl)-1H-pyrazolo[3,4-d]pyrimidin-1-yl)piperidine-1-carbonyl)piperidine-1-carboxylic acid methyl ester COC(=O)N1CCC(CC1)C(=O)N1C[C@@H](CCC1)N1N=C(C=2C1=NC=NC2N)C2=CC=C(C=C2)OC2=CC=CC=C2